N-ethyl-5-fluoro-2-(3-methyl-6-{1-[(3R)-2-methyl-6-(4-methylpiperazin-1-yl)hexan-3-yl]azetidin-3-yl}-[1,2,4]triazolo[4,3-a]pyridin-8-yl)-N-(isopropyl)benzamide C(C)N(C(C1=C(C=CC(=C1)F)C=1C=2N(C=C(C1)C1CN(C1)[C@@H](C(C)C)CCCN1CCN(CC1)C)C(=NN2)C)=O)C(C)C